C(C)(C)(C)OC(=O)N1[C@@H](C[C@H](C1)NC(=O)C=1OC(=CN1)C1=C(C=CC(=C1)C#N)C1CC1)CN1N=NC=C1 (2s,4r)-2-((1H-1,2,3-triazol-1-yl)methyl)-4-(5-(5-cyano-2-cyclopropylphenyl)oxazole-2-carboxamido)pyrrolidine-1-carboxylic acid tert-butyl ester